methyl (1R,2S,5S)-3-((S)-2-amino-3,3-dimethylbutanoyl)-6,6-dimethyl-3-azabicyclo[3.1.0]hexane-2-carboxylate trifluoroacetic acid salt FC(C(=O)O)(F)F.N[C@H](C(=O)N1[C@@H]([C@H]2C([C@H]2C1)(C)C)C(=O)OC)C(C)(C)C